(3R)-N-[5-(2-chloro-6-methyl-4-pyridinyl)-4-(3-cyanophenyl)thiazol-2-yl]-3-methyl-piperazine-1-carboxamide ClC1=NC(=CC(=C1)C1=C(N=C(S1)NC(=O)N1C[C@H](NCC1)C)C1=CC(=CC=C1)C#N)C